6-amino-3-(5-((2-aminopyridin-4-yl)methoxy)-6-nitropyridin-3-yl)-2-fluoro-N,N-dimethylbenzamide NC1=CC=C(C(=C1C(=O)N(C)C)F)C=1C=NC(=C(C1)OCC1=CC(=NC=C1)N)[N+](=O)[O-]